C(C)(C)(C)OC(=O)N1CC(C1)O N-t-butoxycarbonyl-3-hydroxyazetidine